[C@@H]1(CCC2=CC=CC=C12)NC(=O)C1=CC2=C(N=C(S2)N2CCNCC2)C=C1OC (S)-N-(2,3-dihydro-1H-inden-1-yl)-5-methoxy-2-(piperazin-1-yl)benzo[d]thiazole-6-carboxamide